ClC1=C(C=CC=C1)C1=C(C=CC(=C1)O)S(=O)(=O)N1CCC(CC1)(C(=O)N[C@H](C)\C=C/S(=O)(=O)C)F (R,Z)-1-((2'-chloro-5-hydroxy-[1,1'-biphenyl]-2-yl)sulfonyl)-4-fluoro-N-(4-(methylsulfonyl)but-3-en-2-yl)piperidine-4-carboxamide